N-(4-(1-hydroxy-1,2-dihydrobenzo[d]-[1,2,3]diazaborinine-2-carbonyl)phenyl)methanesulfonamide OB1N(N=CC2=C1C=CC=C2)C(=O)C2=CC=C(C=C2)NS(=O)(=O)C